OC1=CC=C(C=C1)C1=NNC=C1 (4-Hydroxyphenyl)(diazole)